3-{(chlorodimethylsilyl)methyl}-1-octylimidazolium chloride [Cl-].Cl[Si](C)(C)C[N+]1=CN(C=C1)CCCCCCCC